ethyl 3-bromo-1-methyl-1H-pyrazole-5-carboxylate BrC1=NN(C(=C1)C(=O)OCC)C